FC(OC1=CC=C(C=C1)C1=CN=C2N1C=CN=C2NC2=CC(=C(C(=O)NCC1CNCCO1)C=C2)C)F 4-[[3-[4-(difluoromethoxy)phenyl]imidazo[1,2-a]pyrazin-8-yl]amino]-2-methyl-N-(morpholin-2-ylmethyl)benzamide